C1=CC=CC=2C=CC(CC12)=O Naphthalene-7(8H)-one